(6-ethoxypyridin-3-yl)boronic acid C(C)OC1=CC=C(C=N1)B(O)O